[Sr+2].[N+](=O)([O-])[O-].[Sr+2].[N+](=O)([O-])[O-].[N+](=O)([O-])[O-].[N+](=O)([O-])[O-] strontium nitrate strontium